C1(CC1)CN1N=CC(=C1)C=1N(C(=C(N1)NC(OC(C)(C)C)=O)S(=O)(=O)CC)C tert-butyl N-[2-[1-(cyclopropylmethyl)pyrazol-4-yl]-5-ethylsulfonyl-1-methyl-imidazol-4-yl]carbamate